[Cl-].[Cl-].COC1=C(C=C(C=C1)C(=[Zr+2](C1=C(C=CC=2C3=CC=C(C=C3CC12)C(C)(C)C)C(C)(C)C)C1C=CC=C1)C1=CC(=C(C=C1)OC)C)C di(p-methoxy-m-methylphenyl)methylene(cyclopentadienyl)(2,7-ditert-butylfluorenyl)zirconium dichloride